(R)-4-(8-chloro-4-(1-methyl-1H-pyrazol-5-yl)-1,7-naphthyridin-2-yl)-3-methyl-morpholine ClC=1N=CC=C2C(=CC(=NC12)N1[C@@H](COCC1)C)C1=CC=NN1C